CC(C)C[C@@H](C(=O)N[C@@H](CO)C(=O)N[C@@H](CC1=CN=CN1)C(=O)N[C@@H](CCCCN)C(=O)NCC(=O)N2CCC[C@H]2C(=O)N[C@@H](CCSC)C(=O)N3CCC[C@H]3C(=O)N[C@@H](CC4=CC=CC=C4)C(=O)O)NC(=O)[C@H](CCCN=C(N)N)NC(=O)[C@@H]5CCCN5C(=O)[C@H](CCCN=C(N)N)NC(=O)[C@H](CCC(=O)N)N The molecule is a 13 amino acid oligopeptide which is the ligand for the apelin receptor (also known as the APJ receptor). It exhibits hypotensive and neuroprotective effects, and may be a potential prognostic biomarker for acute ischemic stroke and multiple sclerosis. It has a role as an antihypertensive agent, a biomarker, an autophagy inhibitor, a neuroprotective agent and a human metabolite. It is a conjugate base of an apelin-13(3+).